sulfur hydrogen chloride Cl.[S]